tert-butyl 7-((3-(2,6-dioxopiperidin-3-yl)-1-methyl-1H-indazol-7-yl)oxy)-2-azaspiro[3.5]nonane-2-carboxylate O=C1NC(CCC1C1=NN(C2=C(C=CC=C12)OC1CCC2(CN(C2)C(=O)OC(C)(C)C)CC1)C)=O